[K].NC1=C(C(=NC(=C1)Cl)C(=O)O)Cl 4-amino-3,6-dichloropyridine-2-carboxylic acid potassium